BrCC1(CC1)CO (1-(bromomethyl)cyclopropyl)methanol